O1CCN(CC1)CCCOC1=C(C=C2C(=NC=NC2=C1)O)[N+](=O)[O-] 7-(3-Morpholinopropoxy)-6-nitroquinazolin-4-ol